C(C)(C)(C)OC(N[C@H](C(=O)N[C@H](C(=O)NC1=CC=C(C=C1)CO)CCCNC(=O)N)C(C)C)=O ((S)-1-(((S)-1-((4-(hydroxymethyl)phenyl)amino)-1-oxo-5-ureidopent-2-yl)amino)-3-methyl-1-oxobutan-2-yl)carbamic acid tert-butyl ester